C(=O)N1C(CNCC1)=O formyl-piperazinone